16-cyanohexadeca-1,4,7,10-tetraen C(#N)CCCCCC=CCC=CCC=CCC=C